C1(CC1)S(=O)(=O)NC1=CC(=NC=C1)[C@H](CCN1C[C@@H](CC1)F)NC(=O)C=1SC(=CN1)C1=NC(=CN=C1)OCC N-((S)-1-(4-(cyclopropanesulphonylamino)pyridin-2-yl)-3-((R)-3-fluoropyrrolidin-1-yl)propyl)-5-(6-ethoxypyrazin-2-yl)thiazole-2-carboxamide